CN1N=CC(=C1)C(=O)C=1C=NN(C1)C (1-methyl-1H-pyrazol-4-yl)ketone